4-((3-(4-(3-(quinazolin-4-ylamino)phenyl)-1H-1,2,3-triazol-1-yl)propyl)carbamoyl)benzoate N1=CN=C(C2=CC=CC=C12)NC=1C=C(C=CC1)C=1N=NN(C1)CCCNC(=O)C1=CC=C(C(=O)[O-])C=C1